3'-methyl-2'-oxo-2',3'-dihydrospiro[cyclopropane-1,1'-pyrrolo[2,3-c]quinoline] 5'-oxide CN1C(C2(C3=C1C=[N+](C=1C=CC=CC31)[O-])CC2)=O